COC=1C=C(C=CC1)S(=O)(=O)N1C=CC2=C1N(C(N=C2)N)C2=CC=C(C=C2)N2C=CC1(CN(C1)C)CC2 7-(3-Methoxybenzenesulfonyl)-N-(4-(2-methyl-2,7-diazaspiro[3.5]nonen-7-yl)phenyl)-2-amino-7H-pyrrolo[2,3-d]pyrimidine